(S)-5-amino-4-(4-((4-(7-(4-cyano-2-fluorophenyl)-5,6,7,8-tetrahydroimidazo[1,2-a]pyrazin-3-yl)benzyl)oxy)-1-oxoisoindolin-2-yl)-5-oxopentanoic acid tert-butyl ester C(C)(C)(C)OC(CC[C@@H](C(=O)N)N1C(C2=CC=CC(=C2C1)OCC1=CC=C(C=C1)C1=CN=C2N1CCN(C2)C2=C(C=C(C=C2)C#N)F)=O)=O